benzo[d][1,3]dioxol-4-amine O1COC2=C1C=CC=C2N